C(C)OC(C(C(=O)C=1OC2=C(C1)C(=C(C=C2)O)Br)Br)=O.C(C)(=O)N2CCC(CC2)C(=O)NC(=N)[C@H]2N1C(N([C@H](CC2)C1)O)=O 1-acetyl-N-(((2S,5R)-6-hydroxy-7-oxo-1,6-diazabicyclo[3.2.1]octan-2-yl)(imino)methyl)piperidine-4-carboxamide ethyl-2-bromo-3-(4-bromo-5-hydroxy-1-benzofuran-2-yl)-3-oxopropionate